[Si](C)(C)(C(C)(C)C)OCC=1N(N=C2C(=CC=CC12)OC)CC(C(C)(C)O)=O 1-(3-(((tert-butyldimethylsilyl)oxy)methyl)-7-methoxy-2H-indazol-2-yl)-3-hydroxy-3-methylbutan-2-one